2-bromo-N-(4-((6-nitro-2-oxo-2H-benzopyran-4-yl)amino)phenyl)benzenesulfonamide BrC1=C(C=CC=C1)S(=O)(=O)NC1=CC=C(C=C1)NC1=CC(OC2=C1C=C(C=C2)[N+](=O)[O-])=O